ClC=1C=C2C(=CC1)NC(C21CCN(CC1)CCOC1=CC2=C(N(C=N2)C2CC(C2)(C)O)C(=C1)C(F)(F)F)=O 5-chloro-1'-[2-({1-[(cis)-3-hydroxy-3-methylcyclobutyl]-7-(trifluoromethyl)-1H-1,3-benzodiazol-5-yl}oxy)ethyl]-1,2-dihydrospiro[indole-3,4'-piperidin]-2-one